4-(1,3-dihydroxy-1-phenylpropyl)benzonitrile OC(CCO)(C1=CC=CC=C1)C1=CC=C(C#N)C=C1